C(C)NC1CCN(CC1)C=1C2=CN(N=C2C(=CC1)C(=O)NC1=CC2=C(N=C(S2)C)C(=C1)F)C 4-[4-(ethylamino)piperidin-1-yl]-N-(4-fluoro-2-methyl-1,3-benzothiazol-6-yl)-2-methylindazole-7-carboxamide